C(#N)C=1C=C2CN(CC2=CC1)CC1=C2C=CN(C2=C(C=C1OC)C)C(=O)OC(C)(C)C tert-butyl 4-((5-cyanoisoindolin-2-yl)methyl)-5-methoxy-7-methyl-1H-indole-1-carboxylate